ClC=1C(=NC(=NC1)NC=1C=CC2=C(N(N=C2C1)C)N1CCC(CC1)N1CCN(CC1)C)C=1C=NN(C1)S(=O)(=O)C1CC1 N-(5-chloro-4-(1-(cyclopropanesulfonyl)-1H-pyrazol-4-yl)pyrimidin-2-yl)-2-methyl-3-(4-(4-methylpiperazin-1-yl)piperidin-1-yl)-2H-indazol-6-amine